FC=1C(=NC=NC1)C1=CC=C(C=C1)F 5-Fluoro-4-(4-fluorophenyl)pyrimidin